2,2-di[4,4-di(tert-butylperoxy)cyclohexyl]propane C(C)(C)(C)OOC1(CCC(CC1)C(C)(C)C1CCC(CC1)(OOC(C)(C)C)OOC(C)(C)C)OOC(C)(C)C